N-(2-nitrobenzyloxycarbonyl)imidazolium tetrabutylborate C(CCC)[B-](CCCC)(CCCC)CCCC.[N+](=O)([O-])C1=C(COC(=O)N2C=[NH+]C=C2)C=CC=C1